2,3-dichloro-N-(2-(2,6-dioxopiperidin-3-yl)-1,3-dioxoisoindolin-5-yl)benzenesulfonamide ClC1=C(C=CC=C1Cl)S(=O)(=O)NC=1C=C2C(N(C(C2=CC1)=O)C1C(NC(CC1)=O)=O)=O